C(C)(C)(C)OC(=O)NC[C@@H](C(=O)O)C1=CC=CC=C1 (S)-3-((tert-butoxycarbonyl)amino)-2-phenylpropionic acid